C(=O)(O)CCCCC1C2C3C4C=CC(C3C(C1)C2)C4 8-carboxyn-butyl-tetracyclo[4.4.0.12,5.17,10]-3-dodecene